BrC1=CC(=C(C=C1)C/C=C/[C@H](CCCC(=O)O)O)\C=C\CCC (S,E)-8-(4-bromo-2-((E)-pent-1-en-1-yl)phenyl)-5-hydroxyoct-6-enoic acid